9,9'-(4-(3,6-dimethyl-9H-carbazol-9-yl)-3,5-bis(6-phenylpyridin-2-yl)-1,2-phenylene)bis(3-(6-phenylpyridin-2-yl)-9H-carbazole) CC=1C=CC=2N(C3=CC=C(C=C3C2C1)C)C1=C(C(=C(C=C1C1=NC(=CC=C1)C1=CC=CC=C1)N1C2=CC=CC=C2C=2C=C(C=CC12)C1=NC(=CC=C1)C1=CC=CC=C1)N1C2=CC=CC=C2C=2C=C(C=CC12)C1=NC(=CC=C1)C1=CC=CC=C1)C1=NC(=CC=C1)C1=CC=CC=C1